FC1=CC=C(C=C1)[C@@H]1[C@H](NC(O1)=O)C1=NC=CC(=C1)C#CC1=CC(=CC=C1)F (4R,5R)-5-(4-fluorophenyl)-4-(4-((3-fluorophenyl)ethynyl)-2-pyridinyl)-1,3-oxazolidin-2-one